N-tert-butyl-4-[(3-chlorophenyl)methylcarbamoylamino]pyridine-2-carboxamide C(C)(C)(C)NC(=O)C1=NC=CC(=C1)NC(NCC1=CC(=CC=C1)Cl)=O